C(C)(C)(C)OC(=O)N1CCN(CC1)N1C(=NC2=CC=CC(=C2C1=O)Cl)C(C)Br 4-(2-(1-bromoethyl)-5-chloro-4-oxoquinazolin-3(4H)-yl)piperazine-1-carboxylic acid tert-butyl ester